1-(2,6-dichlorophenyl)-4-((1-(3,6-dimethylpyrazin-2-yl)-1H-pyrazol-4-yl)amino)-1H-pyrazole-3-carboxamide ClC1=C(C(=CC=C1)Cl)N1N=C(C(=C1)NC=1C=NN(C1)C1=NC(=CN=C1C)C)C(=O)N